2-({3-[(3-amino-2-fluorophenyl)methyl]-2-oxo-3,4-dihydro-2H-1,3-benzoxazin-7-yl}oxy)-N-methylacetamide NC=1C(=C(C=CC1)CN1C(OC2=C(C1)C=CC(=C2)OCC(=O)NC)=O)F